FC1=CC(=CC=C1)[N+]#[C-] 1-FLUORO-3-ISOCYANOBENZENE